CC=1SC=C(N1)C(=O)N1CCC(CC1)CCCCNC(=O)C1=CC=2C=NC=CC2N1 N-(4-{1-[(2-methyl-1,3-thiazol-4-yl)carbonyl]piperidin-4-yl}butyl)-1H-pyrrolo[3,2-c]pyridine-2-carboxamide